8-(5-{2',7-dimethyl-1H,2'H-[3,4'-biindazol]-1-yl}pyridin-2-yl)-1,8-diazaspiro[4.5]decan-2-one CN1N=C2C=CC=C(C2=C1)C1=NN(C2=C(C=CC=C12)C)C=1C=CC(=NC1)N1CCC2(CCC(N2)=O)CC1